9,9',9'',9'''-(3-(benzo[d]thiazol-2-yl)-6-(4,6-diphenylpyrimidin-2-yl)benzene-1,2,4,5-tetrayl)tetrakis(9H-carbazole-3,6-dicarbonitrile) S1C(=NC2=C1C=CC=C2)C=2C(=C(C(=C(C2N2C1=CC=C(C=C1C=1C=C(C=CC21)C#N)C#N)N2C1=CC=C(C=C1C=1C=C(C=CC21)C#N)C#N)C2=NC(=CC(=N2)C2=CC=CC=C2)C2=CC=CC=C2)N2C1=CC=C(C=C1C=1C=C(C=CC21)C#N)C#N)N2C1=CC=C(C=C1C=1C=C(C=CC21)C#N)C#N